C1(CC1)COC(=O)N1CC2(C1)CCN(CC2)C2=CC(=C1C(=N2)C(=CS1)C(NC)=O)C(F)(F)F 7-[3-(methylcarbamoyl)-7-(trifluoromethyl)thieno[3,2-b]pyridin-5-yl]-2,7-diazaspiro[3.5]nonane-2-carboxylic acid cyclopropylmethyl ester